(R)-7-fluoro-4-trimethylsilyl-indan-1-ylamine FC=1C=CC(=C2CC[C@H](C12)N)[Si](C)(C)C